5,6-diamino-7-hydroxy-4-methyl-2H-benzopyran-2-one NC1=C(C(=CC2=C1C(=CC(O2)=O)C)O)N